CC=1C(=C(C=CC1C1=CC=C(C=C1)O)O)C dimethyl-4,4'-biphenol